2-(2-(2-methoxymethoxy-5-methylphenyl)-2-hydroxy-2-(4-methylphenyl)ethyl)-pyridine COCOC1=C(C=C(C=C1)C)C(CC1=NC=CC=C1)(C1=CC=C(C=C1)C)O